[I-].C(CCCCC)OC=1C(=NSN1)C1=CCC[N+](C1)(C(CC)OC(CCCCCCCCCCCCCCC)=O)C 5-(4-(Hexyloxy)-1,2,5-thiadiazol-3-yl)-1-methyl-1-(1-(palmitoyloxy)propyl)-1,2,3,6-tetrahydropyridin-1-ium iodide